N-([1,1'-biphenyl]-4-yl)-N-phenyl-4''-(triphenyl-silyl)-[1,1':4',1''-terphenyl]-4-amine C1(=CC=C(C=C1)N(C1=CC=C(C=C1)C1=CC=C(C=C1)C1=CC=C(C=C1)[Si](C1=CC=CC=C1)(C1=CC=CC=C1)C1=CC=CC=C1)C1=CC=CC=C1)C1=CC=CC=C1